C(C1=CC=CC=C1)OC(=O)N1CC2C(C1)CC(C2)(C)O 5-hydroxy-5-methyl-hexahydrocyclopenta[c]pyrrole-2(1H)-carboxylic acid benzyl ester